methylenebis-2-naphthol C(C1=C(C=CC2=CC=CC=C12)O)C1=C(C=CC2=CC=CC=C12)O